C(C(=C)C)(=O)OCCOCCCC butoxyethyl methacrylate